1-(2-Methyl-4-(4-(piperazin-4-ylmethyl)piperidin-1-yl)phenyl)dihydropyrimidine-2,4(1H,3H)-dione Methyl-3-((4-bromo-2-methylphenyl)amino)propanoate COC(CCNC1=C(C=C(C=C1)Br)C)=O.CC1=C(C=CC(=C1)N1CCC(CC1)CN1CCNCC1)N1C(NC(CC1)=O)=O